C(CCCC[C@@H]1SC[C@@H]2NC(=O)N[C@H]12)(=O)N[C@@H](C(CC(N)=O)CCCOCCOCCOCCCN)C(=O)O N-biotinyl-3-(2-(2-(3-aminopropyloxy)-ethoxy)-ethoxypropyl)-L-glutamine